5-[8-[(1R,2R)-2-(2-pyridyl)cyclopropyl]imidazo[1,2-b]pyridazin-6-yl]-1H-pyrimidine-2,4-dione N1=C(C=CC=C1)[C@H]1[C@@H](C1)C=1C=2N(N=C(C1)C=1C(NC(NC1)=O)=O)C=CN2